ClC=1C=NC=CC1COC1=CC=C(C=N1)CC1=NOC(=C1)C=1C(=NC=CC1)N 3-(3-((6-((3-chloropyridin-4-yl)methoxy)pyridin-3-yl)methyl)isoxazol-5-yl)pyridin-2-amine